(S)-2-((1-hydroxy-3-(octadecyloxy)propan-2-yl)oxy)-5-methyl-isophthalonitrile OC[C@@H](COCCCCCCCCCCCCCCCCCC)OC1=C(C#N)C=C(C=C1C#N)C